ethyl N-(3-aminopropyl)-N-(6-(1-methyl-1H-pyrazol-4-yl)pyrazolo[1,5-a]pyridin-3-yl)glycinate hydrochloride salt Cl.NCCCN(CC(=O)OCC)C=1C=NN2C1C=CC(=C2)C=2C=NN(C2)C